3-methyl-N-(1-(2-(methyl(2-(p-tolyloxy)ethyl)amino)-2-oxoethyl)-1H-pyrazol-4-yl)butanamide CC(CC(=O)NC=1C=NN(C1)CC(=O)N(CCOC1=CC=C(C=C1)C)C)C